OC1=C(C=C(C=C1C(C)(C)C)C)CC1=C(C(=CC(=C1)C)C(C)(C)C)O bis-[2-hydroxy-5-methyl-3-tert-butylphenyl]-methane